C(#N)C1=CC(=C(C(=O)NC2=C(C=CC(=C2)C(=O)NC2=C(C=C(C=C2Cl)C(C(C(F)(F)F)(F)F)(C(F)(F)F)F)Cl)C#N)C=C1)C 4-cyano-N-[2-cyano-5-[[[2,6-dichloro-4-[1,2,2,3,3,3-hexafluoro-1-(trifluoromethyl)propyl]phenyl]amino]carbonyl]phenyl]-2-methyl-benzamide